4-((2S,5R)-4-(1-(4-(bromomethyl)phenyl)ethyl)-2,5-dimethylpiperazin-1-yl)-1-methyl-2-oxo-1,2-dihydropyrido[3,2-d]Pyrimidine-6-carbonitrile BrCC1=CC=C(C=C1)C(C)N1C[C@@H](N(C[C@H]1C)C=1C2=C(N(C(N1)=O)C)C=CC(=N2)C#N)C